ClC1=CC(=C(C=C1)/C=C/C(=O)NC(C(=O)N[C@H](C(C(=O)N)=O)C[C@H]1C(NCC1)=O)CC1CC1)F (S)-2-((E)-3-(4-chloro-2-fluorophenyl)acrylamido)-3-cyclopropylpropanamido-2-oxo-4-((S)-2-oxopyrrolidin-3-yl)butanamide